[IH2+].CN1CN(C=C1)C=C 1-methyl-3-vinyl-imidazole iodonium salt